ClC1=C(C=CC=C1)C1CO1 2-(2-chlorophenyl) ethylene oxide